C(C)OC(CN(C)CCCCCN(CC)CCOC1=CC=C(C=C1)OC1=C(C=CC2=CC(=CC=C12)OCC1=CC=CC=C1)C1=CC=C(C=C1)S(=O)(=O)C)=O N-(5-((2-(4-((6-(benzyloxy)-2-(4-(methylsulfonyl)phenyl)naphthalene-1-yl)oxy)phenoxy)ethyl)(ethyl)amino)pentyl)-N-methylglycine ethyl ester